(R)-N-(7-chloro-6-(1-((3R,4R)-4-hydroxy-3-methyltetrahydrofuran-3-yl)piperidin-4-yl)isoquinolin-3-yl)-2,2-dimethyltetrahydro-2H-pyran-4-carboxamide ClC1=C(C=C2C=C(N=CC2=C1)NC(=O)[C@H]1CC(OCC1)(C)C)C1CCN(CC1)[C@@]1(COC[C@@H]1O)C